CN1C(=C(C=CC1=O)C1=C(C=C(C=C1)NC([C@H](C(C1=CC=CC=C1)C1=CC=CC=C1)NC(OC(C)(C)C)=O)=O)F)C tert-butyl (S)-(1-((4-(1,2-dimethyl-6-oxo-1,6-dihydropyridin-3-yl)-3-fluorophenyl)amino)-1-oxo-3,3-diphenylpropan-2-yl)carbamate